ClC1=CC(=C(O[C@H]2C[C@H](N(CC2)C=2C=CC(=NC2C(=O)N[C@H]2CN(CC2)C)C=2C(=NC=CC2)OCC)CC)C=C1)C(F)(F)F 5-[(2R,4R)-4-[4-chloro-2-(trifluoromethyl)phenoxy]-2-ethylpiperidin-1-yl]-2'-ethoxy-N-[(3R)-1-methylpyrrolidin-3-yl]-[2,3'-bipyridine]-6-carboxamide